[Cl-].[Cl-].C1(=CC=CC2=CC=CC=C12)C(=[Zr+2](C1=C(C(=CC=2C3=CC(=C(C=C3CC12)C1=CC=CC=C1)C(C)(C)C)C(C)(C)C)C1=CC=CC=C1)C1C=CC=C1)C1=CC(=CC=C1)Cl naphthyl(m-chlorophenyl)methylene(cyclopentadienyl)(2,7-diphenyl-3,6-di-tert-butylfluorenyl)zirconium dichloride